imidazole thioformate C(=S)O.N1C=NC=C1